2-ethyl-piperazine C(C)C1NCCNC1